BrC1=CC(=C(C(=C1)\C=C\B1OC(C(O1)(C)C)(C)C)O)F (E)-4-bromo-2-fluoro-6-(2-(4,4,5,5-tetramethyl-1,3,2-dioxaborolan-2-yl)vinyl)phenol